CN(C1=NC=2C(=N1)C1=CC=CC=C1C(C2C2=C(C=C(C=C2)OC(F)(F)F)C)=O)C 2-(dimethylamino)-4-[2-methyl-4-(trifluoromethoxy)phenyl]-5H-naphtho[1,2-d]imidazol-5-one